5-bromobenzoxazol BrC=1C=CC2=C(N=CO2)C1